FC(CO)(F)F 2,2,2-TRIFLUOROETHANOL